C(C)(C)(C)N1N=C(C=C1)NC(C1=CC(=C(C=C1)C)C#CC=1C=NC=CC1)=O N-(1-tert-butyl-1H-pyrazol-3-yl)-4-methyl-3-[2-(pyridin-3-yl)ethynyl]benzamide